3-Chloro-4-((1R,2S)-2-(2,2-difluoroethyl)cyclopropyl)-6-(2,4-dimethoxypyrimidin-5-yl)pyridazine ClC=1N=NC(=CC1[C@H]1[C@@H](C1)CC(F)F)C=1C(=NC(=NC1)OC)OC